O1C(CCC1)CNC(CCCCCCCC(=O)OCCC(CCCCC)CCCCC)CCCCCCCC(=O)OCCC(CCCCC)CCCCC bis(3-pentyloctyl) 9-(((tetrahydrofuran-2-yl)methyl)amino)heptadecanedioate